(R)-dimethyl 5-(1-benzyl-1H-naphtho[1,8-de][1,3,2]diazaborinin-2(3H)-yl)-6-(methoxymethyl)-4,7-dimethyl-1,3-dihydro-2H-indene-2,2-dicarboxylate C(C1=CC=CC=C1)N1B(NC2=C3C1=CC=CC3=CC=C2)C=2C(=C3CC(CC3=C(C2COC)C)(C(=O)OC)C(=O)OC)C